2-amino-N-isopropyl-5-(2-methyl-4-(2-(naphthalen-2-yl)acetamido)phenyl)nicotinamide Propargyl-1H-imidazole-1-carboxylate C(C#C)OC(=O)N1C=NC=C1.NC1=C(C(=O)NC(C)C)C=C(C=N1)C1=C(C=C(C=C1)NC(CC1=CC2=CC=CC=C2C=C1)=O)C